(3-azido-4-bromobut-1-ene-1,1-diyl)dibenzene N(=[N+]=[N-])C(C=C(C1=CC=CC=C1)C1=CC=CC=C1)CBr